N-((S)-2-cyano-1-(4-(ethylsulfonyl)phenyl)ethyl)-4-(pyrrolidin-2-yl)benzamide C(#N)C[C@@H](C1=CC=C(C=C1)S(=O)(=O)CC)NC(C1=CC=C(C=C1)C1NCCC1)=O